C(=O)=[Ru] MONOCARBONYL-RUTHENIUM